6-chloro-2-(5-(1,1-difluoro-2-methoxyethyl)-1H-1,2,4-triazol-3-yl)-3-(1H-imidazol-1-yl)-5-methoxy-1-methyl-1H-pyrrolo-[3,2-b]pyridine ClC=1C=C2C(=NC1OC)C(=C(N2C)C2=NNC(=N2)C(COC)(F)F)N2C=NC=C2